1,4,4,4-tetrachloro-2-methyl-1,4-disilabutane Cl[SiH2]C(C[Si](Cl)(Cl)Cl)C